(6R)-6-({2-[4-(cyclopropyloxy)phenyl][1,2,4]triazolo[1,5-c]quinazolin-5-yl}amino)-1,4-diazepin-5-one C1(CC1)OC1=CC=C(C=C1)C1=NN2C(=NC=3C=CC=CC3C2=N1)NC=1C(N=CC=NC1)=O